ClC1=NC=C(C(=C1)N1CC(C1)CC(=O)N1CC=2C(=C(C=3CNCCC3N2)C)C1)OC 2-[1-(2-Chloro-5-methoxy-pyridin-4-yl)-azetidin-3-yl]-1-(9-methyl-1,3,5,6,7,8-hexahydro-2,4,7-triaza-cyclopenta[b]naphthalen-2-yl)-ethanone